2-(6'-azidohexyl)alanine N(=[N+]=[N-])CCCCCC[C@](N)(C)C(=O)O